BrC=1C(=C(C=CC1)NC=1N=CC=C2C=C(C=NC12)C=O)Cl 8-((3-bromo-2-chlorophenyl)amino)-1,7-naphthyridine-3-formaldehyde